N(C(=O)C)C1=C(C(C(=O)O)=CC=C1)C(=O)O acetaminophthalic acid